CONC(C1=CC=CC=C1)=O (E)-N-methoxy-benzamide